N,N'-di(2-mercaptoethyl)isophthalamide SCCNC(C1=CC(C(=O)NCCS)=CC=C1)=O